(S)-4-(2-{[6-(2,2-difluoro-3-phenylpropoxy)hexyl]amino}-1-hydroxyethyl)-2-(hydroxy-methyl)phenol FC(COCCCCCCNC[C@@H](O)C1=CC(=C(C=C1)O)CO)(CC1=CC=CC=C1)F